OCC1=CC=C2C(=N1)C(CN2C(=O)OC(C)(C)C)(C)C tert-butyl 5-(hydroxymethyl)-3,3-dimethyl-1H,2H,3H-pyrrolo[3,2-b]pyridine-1-carboxylate